[N+](=O)([O-])N=C(N)NN=CCCCC N'-nitro-2-pentylidenehydrazinecarboximidamide